OCC(C[C@H]1C(NCC1)=O)NC(=O)[C@@H]1[C@@H]2C([C@@H]2CN1C([C@H](C(C)(C)C)NC(OC(C)(C)C)=O)=O)(C)C tert-butyl ((2S)-1-((1S,2S,5R)-2-((1-hydroxy-3-((S)-2-oxopyrrolidin-3-yl)propan-2-yl)carbamoyl)-6,6-dimethyl-3-azabicyclo[3.1.0]hexan-3-yl)-3,3-dimethyl-1-oxobutan-2-yl)carbamate